O=C1NC(CCC1N1C(C2=CC=CC(=C2C1)NCC(=O)N1CC(C1)C(=O)NC1=C(C=CC(=C1)CS(=O)(=O)N1CCC(CC1)=O)F)=O)=O 1-[2-[[2-(2,6-dioxo-3-piperidyl)-1-oxo-isoindolin-4-yl]amino]acetyl]-N-[2-fluoro-5-[(4-oxo-1-piperidyl)sulfonylmethyl]phenyl]azetidine-3-carboxamide